C(C1=CC=CC=C1)OC1=CC=C(C=C1)[C@H](C)NC1=CC(N(C(N1)=O)C(C)C)=O (S)-6-((1-(4-(benzyloxy)phenyl)ethyl)amino)-3-isopropylpyrimidine-2,4(1H,3H)-dione